C1=CC=C2C=CC=C3C4=CC(=CC=C4C1=C23)B(O)O fluoranthene-8-yl-boronic acid